1-(2-ethynylpyridin-4-yl)ethan-1-ol hexahydro-[1,2]dithiino[4,5-b]pyridine-1(2H)-carboxylate N1(C2C(CCC1)CSSC2)C(=O)OC(C)C2=CC(=NC=C2)C#C